2,2,2-Trifluoroethan-1-ol FC(CO)(F)F